4-((3-(cyclopropylmethyl)-1-methyl-1H-pyrazol-5-yl)ethynyl)-1-methyl-1H-pyrazole C1(CC1)CC1=NN(C(=C1)C#CC=1C=NN(C1)C)C